3,3'-(1,4-phenylenedimethylene)-bis(7,7-dimethyl-2-oxo-bicyclo[2.2.1]heptane-1-methanesulfonic acid) C1(=CC=C(C=C1)CC1C(C2(CCC1C2(C)C)CS(=O)(=O)O)=O)CC2C(C1(CCC2C1(C)C)CS(=O)(=O)O)=O